8-bromo-3-chloro-5-(propane-1-en-2-yl)isoquinoline BrC=1C=CC(=C2C=C(N=CC12)Cl)C(=C)C